3-phenylpropyl acrylate (3-phenylpropyl acrylate) C1(=CC=CC=C1)CCCC(C(=O)O)=C.C(C=C)(=O)OCCCC1=CC=CC=C1